C1(CC1)C=1C=NC(=NC1)N1C[C@@H](N([C@@H](C1)C)C(=O)OCCC1=CNC(C(=C1)C(F)(F)F)=O)C 2-(6-Oxo-5-(trifluoromethyl)-1,6-dihydropyridin-3-yl)ethyl (2S,6R)-4-(5-cyclopropylpyrimidin-2-yl)-2,6-Dimethylpiperazine-1-carboxylate